bromoazopyridine BrC=1C(=NC=CC1)N=NC1=NC=CC=C1